7-fluoro-1-methyl-5-(3-pyridylmethyl)benzimidazol-2-amine hydrochloride Cl.FC1=CC(=CC2=C1N(C(=N2)N)C)CC=2C=NC=CC2